C(=O)C1=C2C=CN=C(C2=CC=C1O)NC1=NNC(=C1)[C@@H]1C[C@@H](CC1)N(C(O)=O)C(C)C.CC=1C=C(C=C(C1B)C)C1=CC=CC=C1 3,5-dimethyl-[1,1'-biphenyl]-4-yl-borane (1R,3S)-3-(3-((5-formyl-6-hydroxyisoquinolin-1-yl)amino)-1H-pyrazol-5-yl)cyclopentyl-isopropylcarbamate